2,2'-thiodiethylene bis(3-aminobutenoate) NC(=CC(=O)O)C.NC(=CC(=O)O)C.S(C=C)C=C